C(CCC)[Sn](C1=CC2=C(C=C1)C1(CCN(CC1)CCC(=O)OCCCC)CO2)(CCCC)CCCC butyl 3-[6-(tributylstannyl)-2H-spiro[1-benzofuran-3,4'-piperidine]-1'-yl]propanoate